CC1(CCN(CC1)C(=O)C=1C=C(C=CC1)NC1=CC=C(C=C1)\C=C\C1=NC=CC=C1)C N-[3-(4,4-dimethylpiperidine-1-carbonyl)phenyl]-4-[(E)-2-(pyridin-2-yl)vinyl]aniline